BrC1=NC(=C(C=C1NC(OC(C)(C)C)=O)OC)OC tert-butyl (2-bromo-5,6-dimethoxypyridin-3-yl)carbamate